FC1=C(C(=C(C(=C1F)OC(F)(F)F)F)F)O 2,3,5,6-tetrafluoro-4-(trifluoromethoxy)phenol